[Na+].[Na+].[Na+].[Na+].C=1(C(=CC=CC1)S(=O)(=O)[O-])C=CC=1C(=CC=CC1)S(=O)(=O)[O-].C=1(C(=CC=CC1)S(=O)(=O)[O-])C=CC=1C(=CC=CC1)S(=O)(=O)[O-] stilbene-2,2'-disulfonic acid tetrasodium salt